7-Octenyltrimethoxysilan C(CCCCCC=C)[Si](OC)(OC)OC